2-amino-9-[(1R,3R,4S)-4-hydroxy-3-(hydroxymethyl)-2-methylenecyclopentyl]-8-(2-iodovinyl)-1H-purin-6(9H)-one NC=1NC(C=2N=C(N(C2N1)[C@H]1C([C@@H]([C@H](C1)O)CO)=C)C=CI)=O